1-({[(1R)-1-(4-chlorophenyl)-2-[(5-chloropyridin-2-yl)methyl]-7-fluoro-5-(2-methyloxiran-2-yl)-3-oxo-2,3-dihydro-1H-isoindol-1-yl]oxy}methyl)cyclopropane-1-carboxamide ClC1=CC=C(C=C1)[C@@]1(N(C(C2=CC(=CC(=C12)F)C1(OC1)C)=O)CC1=NC=C(C=C1)Cl)OCC1(CC1)C(=O)N